2,4,6,8-tetravinyl-2,4,6,8-tetramethylcyclotetrasiloxane C(=C)[Si]1(O[Si](O[Si](O[Si](O1)(C)C=C)(C)C=C)(C)C=C)C